tetrapyridylporphyrin zinc-ruthenium [Ru].[Zn].N1=C(C=CC=C1)C1=C2C=CC(C(=C3C=CC(=C(C=4C=CC(=C(C5=CC=C1N5)C5=NC=CC=C5)N4)C4=NC=CC=C4)N3)C3=NC=CC=C3)=N2